2,4,6-trihydroxymesityleneformaldehyde OC1(C(C(=C(C(=C1C)O)C)O)C)C=O